C1(=CC=CC=C1)SC1=CC=C(C=C1)C(CCCCCCC)=NO 1-(4-phenylsulfanyl-phenyl)-octan-1-one-oxime